ClC(C(C(=O)OOC(C(C(CCCC(F)(F)F)(Cl)Cl)(F)F)=O)(F)F)(CCCC(F)(F)F)Cl di(dichloro-penta-fluoroheptanoyl) peroxide